2-(2-Isopropylphenyl)-N-(4-(1-methyl-4-(trifluoromethyl)-1H-imidazol-2-yl)benzyl)-5-(trifluoromethyl)pyrimidin-4-amine C(C)(C)C1=C(C=CC=C1)C1=NC=C(C(=N1)NCC1=CC=C(C=C1)C=1N(C=C(N1)C(F)(F)F)C)C(F)(F)F